FC=1C(=C(C=CC1F)[C@H]1[C@@H](O[C@]([C@H]1OC)(C(F)(F)F)C)C(=O)O)OC (2R,3R,4S,5R)-3-(3,4-difluoro-2-methoxyphenyl)-4-methoxy-5-methyl-5-(trifluoromethyl)tetrahydrofuran-2-carboxylic acid